N'-((2R,3S,5S)-1-(5-fluoro-4-hydroxypyridin-2-yl)-2-((((CIS)-4-(3-fluorophenyl)cyclohexyl)oxy)methyl)-5-(methoxymethyl)pyrrolidin-3-yl)-N,N-dimethyl-sulfamide FC=1C(=CC(=NC1)N1[C@H]([C@H](C[C@H]1COC)NS(=O)(=O)N(C)C)CO[C@@H]1CC[C@@H](CC1)C1=CC(=CC=C1)F)O